C(C=1C2=C(N3C1C=NCC3)N=CC(=C2)C(F)(F)F)([2H])([2H])[2H] 5-(methyl-d3)-3-(trifluoromethyl)-8,9-dihydropyrido[3',2':4,5]pyrrolo[1,2-a]pyrazin